(4-chlorophenyl)dibenzo[b,d]furan ClC1=CC=C(C=C1)C1=CC=CC=2OC3=C(C21)C=CC=C3